8-(2-(Thiophen-2-Yl)Ethyl)-6,6a,7,8,9,10-Hexahydropyrazino[1,2-a]Thieno[4,3,2-De]Quinoline S1C(=CC=C1)CCN1CC2N(C=3C=CC=C4C3C(C2)=CS4)CC1